7-(benzylthio)-4-(4-(tert-butyl)phenyl)pyrrolo[1,2-a]quinoxaline C(C1=CC=CC=C1)SC=1C=C2N=C(C=3N(C2=CC1)C=CC3)C3=CC=C(C=C3)C(C)(C)C